N1C=C(C2=CC=CC=C12)CC#N 2-(1H-Indol-3-yl)acetonitrile